hexahydrofuro[3,2-b]furan-3,6-diyl bis(4-methylbenzenesulfonate) CC1=CC=C(C=C1)S(=O)(=O)OC1C2C(OC1)C(CO2)OS(=O)(=O)C2=CC=C(C=C2)C